1-(3-bromo-5-(trifluoromethyl)phenyl)-1H-benzo[d]imidazole BrC=1C=C(C=C(C1)C(F)(F)F)N1C=NC2=C1C=CC=C2